4-(6-(2-((2-(3-carboxypropanoyl)benzo[b]thiophen-6-yl)amino)-2-oxoethoxy)benzo[b]thiophen-2-yl)-4-oxobutanoic acid C(=O)(O)CCC(=O)C1=CC2=C(S1)C=C(C=C2)NC(COC=2C=CC1=C(SC(=C1)C(CCC(=O)O)=O)C2)=O